N'-(2-chloro-5-methyl-4-((methyl(oxo)(phenyl)-λ6-sulfaneylidene)amino)phenyl)-N-ethyl-N-methylformimidamide ClC1=C(C=C(C(=C1)N=S(C1=CC=CC=C1)(=O)C)C)N=CN(C)CC